FC(C(C(C(C(C(C(C(C(C(F)(F)F)(F)F)(F)F)(F)F)(F)F)(F)F)(F)F)(F)F)(F)F)(CC)F henicosafluorododecane